oxo-5-(tetrahydro-2H-pyran-4-yl)-2-((2-(trimethylsilyl)ethoxy)methyl)-4,5-dihydro-2H-pyrazolo[4,3-c]pyridine-7-carboxylic acid O=C1N(C=C(C=2C1=CN(N2)COCC[Si](C)(C)C)C(=O)O)C2CCOCC2